FC([C@@H]1CN(CC1)C[C@@H](C)[C@H]1CC[C@H]2\C(\CCC[C@]12C)=C\C=C1C[C@H](C[C@@H](C1)O)O)F (1R,3R)-5-(2-((1R,3aS,7aR,E)-1-((S)-1-((S)-3-(difluoromethyl)pyrrolidin-1-yl)propane-2-yl)-7a-methyloctahydro-4H-inden-4-ylidene)ethylidene)cyclohexane-1,3-diol